C(C=C)(=O)N1CCN(CC1)C1(CCOCC1)C1=CC=C(C=C1)[C@H](C)NC=1N=CC2=C(N1)N(C(C=C2)=O)C(C([2H])([2H])[2H])(C([2H])([2H])[2H])[2H] 2-{[(1S)-1-{4-[4-(4-acryloylpiperazin-1-yl)tetrahydro-2H-pyran-4-yl]-phenyl}ethyl]amino}-8-[(2H7)propan-2-yl]pyrido[2,3-d]pyrimidin-7(8H)-on